C(C)(C)NC1=C(C=NC2=C1NC=1C=C(C=CC21)C2=CN=CS2)C(=O)OCC ethyl 4-(isopropylamino)-7-(thiazol-5-yl)-5H-pyrido[3,2-B]indole-3-carboxylate